7,8,9,10-tetrahydrotetracene-5,12-dione C1=CC=CC=2C(C3=CC=4CCCCC4C=C3C(C12)=O)=O